C(C=C)(=O)OCCCC[Si](C)(C)Cl acryloxypropyl-chlorotrimethylsilane